3-oxo-7,10,13,16-tetraoxa-4-aza-nonadecanoate O=C(CC(=O)[O-])NCCOCCOCCOCCOCCC